OC(C[C@@H](C1=CC=CC=C1)NC(=O)C1(CCN(CC1)C(=O)OC(C)(C)C)O)CO tert-butyl 4-(((1S)-3,4-dihydroxy-1-phenylbutyl) carbamoyl)-4-hydroxypiperidine-1-carboxylate